C(C)(C)(C)OC(=O)N1[C@@H]([C@@H]2C[C@@H]2C1)\C=C\C(=O)OCC (1r,2r,5s)-2-[(E)-3-ethoxy-3-oxo-prop-1-enyl]-3-azabicyclo[3.1.0]hexane-3-carboxylic acid tert-butyl ester